N[C@H]1CN(CCC1)C1=C2C=CN=CC2=C2C(=C1)C=CC=C2 (R)-5-(3-aminopiperidin-1-yl)benzo[h]isoquinoline